Cl.CO[C@@H]1CNCC[C@H]1NC1=CC=C2C(=NN(C2=C1)C)C1C(NC(CC1)=O)=O 3-(6-(((3R,4R)-3-methoxypiperidin-4-yl)amino)-1-methyl-1H-indazol-3-yl)piperidine-2,6-dione hydrochloride